O=C(CCOCCN1CCCC2=C1C=NNC2=O)N2CCN(CC2)C2=NC=C(C=N2)C(F)(F)F 1-(2-(3-oxo-3-(4-(5-(trifluoromethyl)pyrimidin-2-yl)piperazin-1-yl)propoxy)ethyl)-2,3,4,6-Tetrahydropyrido[2,3-d]pyridazin-5(1H)-one